C[NH+](C)C1CCCCC1 N,N-dimethylcyclohexylammonium